CN1CON(CC1)CC1=CC=C(C=C1)B1OC(C)(C)C(C)(C)O1 (4-((4-methyl-2-oxapiperazin-1-yl)methyl)phenyl)boronic acid pinacol ester